CN1C(N(C(C=2N(C=NC12)C)=O)CC#C)=O 3,7-dimethyl-1-propargyl-xanthine